CC=1C=C(C2=C(C=C(O2)CN2C=NC3=C(C2=O)C=NC=C3)C1)C(=O)OC Methyl 5-methyl-2-((4-oxopyrido[4,3-d]pyrimidin-3(4H)-yl)methyl)benzofuran-7-carboxylate